2,2-difluoro-1-(tetrahydro-2H-pyran-4-yl)ethan-1-ol FC(C(O)C1CCOCC1)F